(2S,4R)-1-((S)-4-acetylmorpholine-3-carbonyl)-4-hydroxy-N-(4-(4-methylthiazol-5-yl)benzyl)pyrrolidine-2-carboxamide C(C)(=O)N1[C@@H](COCC1)C(=O)N1[C@@H](C[C@H](C1)O)C(=O)NCC1=CC=C(C=C1)C1=C(N=CS1)C